2-(pyrrolidin-1-yl)benzoate N1(CCCC1)C1=C(C(=O)[O-])C=CC=C1